(R)-(1-(5,8-dihydro-6H-spiro[quinazolin-7,2'-[1,3]dioxolan]-4-yl)pyrrolidin-3-yl)carbamic acid benzyl ester C(C1=CC=CC=C1)OC(N[C@H]1CN(CC1)C1=NC=NC=2CC3(OCCO3)CCC12)=O